C(CCCCC[O-])[O-] hexane-1,6-diolate